4,4'-sulfonylbis(bromobenzene) C1=CC(=CC=C1S(=O)(=O)C2=CC=C(C=C2)Br)Br